ethyl 4-bromo-7-[4-(trifluoromethoxy) phenyl]-3H-benzimidazole-5-carboxylate BrC1=C(C=C(C=2N=CNC21)C2=CC=C(C=C2)OC(F)(F)F)C(=O)OCC